Propylene Carbonat C1(OCC(C)O1)=O